((2,4-dichlorophenoxy)methyl)-2-methylbenzoic acid ClC1=C(OCC=2C(=C(C(=O)O)C=CC2)C)C=CC(=C1)Cl